1-{3-ethyl-4-[(Z)-2-[4-(trifluoromethyl)phenyl]vinyl]pyrrolidin-1-yl}prop-2-en-1-one C(C)C1CN(CC1\C=C/C1=CC=C(C=C1)C(F)(F)F)C(C=C)=O